dicobalt dicarbonyl-cobalt (I) C(=O)=[Co+]=C=O.[Co+2].[Co+2]